5-[2-(4-Fluoro-3-trifluoromethoxy-phenylamino)-5-methyl-pyrimidin-4-ylamino]-3H-benzooxazol-2-one FC1=C(C=C(C=C1)NC1=NC=C(C(=N1)NC=1C=CC2=C(NC(O2)=O)C1)C)OC(F)(F)F